NC=1C2=C(N=CN1)N(C(=C2C2=CC1=C(S2)C=CC=C1)C1=CC=C(C=C1)NC(C=C)=O)C N-(4-(4-amino-5-(benzo[b]thiophen-2-yl)-7-methyl-7H-pyrrolo[2,3-d]pyrimidin-6-yl)phenyl)acrylamide